(S)-4-((2,4-difluorophenyl)ethynyl)-N-((tetrahydrofuran-2-yl)methyl)benzamide FC1=C(C=CC(=C1)F)C#CC1=CC=C(C(=O)NC[C@H]2OCCC2)C=C1